N-(4-(4-(2-methoxyethyl)-piperazin-1-yl)pyridin-2-yl)[1,3]dioxolo[4',5':4,5]-benzo[1,2-d]thiazol-6-amine COCCN1CCN(CC1)C1=CC(=NC=C1)NC=1SC2=C(N1)C=C1C(=C2)OCO1